2-hydroxyethyl 2-[2-hydroxy-3-(trimethylammonio)propoxy]ethyl-2-hydroxy-3-(trimethylammonio)propyl ether OC(COCCC(C(COCCO)O)[N+](C)(C)C)C[N+](C)(C)C